tert-Butyl 4-[3-[[4-[[2-chloro-6-[3-[2-[1-(trifluoromethyl)cyclopropyl]ethoxy]pyrazol-1-yl]pyridine-3-carbonyl]sulfamoyl]-2-pyridyl]amino]propyl]-2,2-dimethyl-pyrrolidine-1-carboxylate ClC1=NC(=CC=C1C(=O)NS(=O)(=O)C1=CC(=NC=C1)NCCCC1CC(N(C1)C(=O)OC(C)(C)C)(C)C)N1N=C(C=C1)OCCC1(CC1)C(F)(F)F